(R)-7-(4-chlorophenoxy)-N-((1R,5S,8s)-3-(6-methylpyrimidin-4-yl)-3-azabicyclo[3.2.1]oct-8-yl)-6,7-dihydro-5H-pyrrolo[1,2-b][1,2,4]triazol-2-amine ClC1=CC=C(O[C@@H]2CCN3N=C(N=C32)NC3[C@H]2CN(C[C@@H]3CC2)C2=NC=NC(=C2)C)C=C1